3-Hydroxy-5,7-di-methoxyflavone OC1=C(OC2=CC(=CC(=C2C1=O)OC)OC)C1=CC=CC=C1